(R)-3-(2,6-difluorophenyl)-3-hydroxy-N-(1-(6-(2,2,2-trifluoroethoxy)pyridin-2-yl)cyclopropyl)butanamide FC1=C(C(=CC=C1)F)[C@](CC(=O)NC1(CC1)C1=NC(=CC=C1)OCC(F)(F)F)(C)O